BrC1=C(C=CC=C1)C1=C(C=CC=C1)C=NC=1C=CC=C2C=C(CC12)C 1-(2'-bromo-[1,1'-biphenyl]-2-yl)-N-(2-methyl-1H-inden-7-yl)methanimine